CC(C(=O)OCCOC(CCC(=O)O)=O)=C succinic acid mono[2-[(2-methyl-acryl) oxy] ethyl] ester